N-(Pyridin-2-ylmethyl)-1-(1-(6-(2-(3-(trifluoromethoxy)phenyl)acetamido)pyridazin-3-yl)piperidin-3-yl)-1H-1,2,3-triazole-4-carboxamide N1=C(C=CC=C1)CNC(=O)C=1N=NN(C1)C1CN(CCC1)C=1N=NC(=CC1)NC(CC1=CC(=CC=C1)OC(F)(F)F)=O